(4-vinyl-phenyl)boric acid C(=C)C1=CC=C(C=C1)OB(O)O